OC[C@H](C1=CC=CC=C1)NC1=NC(=NC=C1C#N)NC1=CC(=C(C=C1)S(=O)(=O)C)C 4-[[(1S)-2-hydroxy-1-phenyl-ethyl]amino]-2-(3-methyl-4-methylsulfonyl-anilino)pyrimidine-5-carbonitrile